NC=1N(C2=C3C(C=C(NC(C13)=O)C1=CN(C=C1)C)=NC(=N2)C)C2=C(C(=CC=C2C)O)C 1-amino-2-(3-hydroxy-2,6-dimethylphenyl)-4-methyl-7-(1-methyl-1H-pyrrol-3-yl)-2,8-dihydro-9H-2,3,5,8-tetraazabenzo[cd]azulene-9-one